Dipropylheptanol C(CC)C(CCCCCC)(O)CCC